N1N=NN=C1C=1C=C2C=CN=C(C2=CC1)N(C(C1=C(C=C(C=C1)C=1N=NN(C1)C)F)=O)[C@H]1CNCCC1 (R)-N-(6-(1H-tetrazol-5-yl)isoquinolin-1-yl)-2-fluoro-4-(1-methyl-1H-1,2,3-triazol-4-yl)-N-(piperidin-3-yl)benzamide